2-[5,5-dioxido-9-(trifluoromethyl)-6H-dibenzo[c,e][1,2]thiazin-6-yl]-N-piperidin-4-ylacetamide O=S1(N(C2=C(C3=C1C=CC=C3)C=C(C=C2)C(F)(F)F)CC(=O)NC2CCNCC2)=O